(R)-5-(5-ethyl-1,3,4-thiadiazol-2-yl)-N-(3-methylthieno[3,2-c]pyridin-4-yl)-N-(piperidin-3-yl)picolinamide C(C)C1=NN=C(S1)C=1C=CC(=NC1)C(=O)N([C@H]1CNCCC1)C1=NC=CC2=C1C(=CS2)C